(1R*,5R*-6R*)-6-hydroxy-8-oxa-3-azabicyclo[3.2.1]octane-3-carboxylate O[C@H]1[C@H]2CN(C[C@@H](C1)O2)C(=O)[O-] |o1:1,2,6|